NC=1C=C(O[C@@H](CNC(OC(C)(C)C)=O)C)C=C(C1)F tert-butyl (R)-(2-(3-amino-5-fluorophenoxy)propyl)carbamate